(S)-3-(((6-((4-cyclohexylphenyl)(methyl)amino)-1,2,3,4-tetrahydroisoquinolin-1-yl)methyl)amino)isonicotinic acid C1(CCCCC1)C1=CC=C(C=C1)N(C=1C=C2CCN[C@@H](C2=CC1)CNC1=C(C(=O)O)C=CN=C1)C